tert-butyl 4-formyl-5-methoxy-7-methyl-indole-1-carboxylate C(=O)C1=C2C=CN(C2=C(C=C1OC)C)C(=O)OC(C)(C)C